Cl.C(O)(O)=O bicarbonate HCl